COC=1C=C(C=CC1C=1N=C(SC1)NC=1C(=NN(C1)CCCOC)C)N1C(NCC1)=O 1-(3-Methoxy-4-{2-[1-(3-methoxy-propyl)-3-methyl-1H-pyrazol-4-ylamino]-thiazol-4-yl}-phenyl)-imidazolidin-2-one